C(=O)(OC(C)(C)C)N1CCN(CC1)NC1=C2C(=NC=C1[N+](=O)[O-])N(C=C2)S(=O)(=O)C2=CC=C(C)C=C2 1-Boc-4-((5-nitro-1-p-toluenesulfonyl-1H-pyrrolo[2,3-b]pyridin-4-yl)amino)piperazine